Ethyl-1-(6-((5-methyl-3-(6-methylpyridin-3-yl)isoxazol-4-yl)methoxy)pyridazin-3-carboxamido)cyclopropancarboxylat C(C)OC(=O)C1(CC1)NC(=O)C=1N=NC(=CC1)OCC=1C(=NOC1C)C=1C=NC(=CC1)C